3-(pentadecan-3-yl)-1,2,4-oxadiazol-5(4H)-one CCC(CCCCCCCCCCCC)C1=NOC(N1)=O